COC1=C(C(=O)N)C(=CC=C1)C 2-methoxy-6-methylbenzamide